BrC=1C(=NC=NC1)C1=CC(=CC=C1)OC 5-Bromo-4-(3-methoxyphenyl)pyrimidine